1-[3-(6-Hydroxy-2,2,7,8-tetramethyl-chroman-5-yl-methylsulfanyl)-2-methyl-propionyl]-pyrrolidine-2-carboxylic acid OC=1C(=C2CCC(OC2=C(C1C)C)(C)C)CSCC(C(=O)N1C(CCC1)C(=O)O)C